CS(=O)(=O)OCC#CC#CCOS(=O)(=O)C 2,4-hexadiyn-1,6-diyl dimethanesulfonate